((2-chloro-4-(trifluoromethyl)phenoxy)methyl)benzamide Sodium [Na].ClC1=C(OCC2=C(C(=O)N)C=CC=C2)C=CC(=C1)C(F)(F)F